N[C@@H](CC(=O)O)C(=O)O |r| racemic-DL-aspartic acid